C(C)N[C@H](C(F)F)C1=C(C=C(C=C1)C(F)(F)F)F (S)-N-ethyl-2,2-difluoro-1-(2-fluoro-4-(trifluoromethyl)phenyl)ethan-1-amine